(1S,2S)-2-{3-[(5-methoxy-2-methylpyrimidin-4-yl)amino]-1H-indazol-6-yl}-5'-methylspiro[cyclopropane-1,3'-indol]-2'(1'H)-one COC=1C(=NC(=NC1)C)NC1=NNC2=CC(=CC=C12)[C@@H]1C[C@]12C(NC1=CC=C(C=C21)C)=O